(2-chloro-3-(4,4,5,5-tetramethyl-1,3,2-dioxaborolan-2-yl)phenyl)-6-(dimethoxymethyl)benzo[d]Isothiazol-3-amine ClC1=C(C=CC=C1B1OC(C(O1)(C)C)(C)C)C1=CC(=CC2=C1C(=NS2)N)C(OC)OC